COC1=CC=C(CN(C=2N=C(C3=CC=CC=C3C2)C2CC=3N=C(N=C(C3CO2)N2C[C@@H](N(CC2)C(=O)OC(C)(C)C)CC#N)Cl)CC2=CC=C(C=C2)OC)C=C1 tert-butyl (2S)-4-(7-(3-(bis(4-methoxy benzyl)amino)isoquinolin-1-yl)-2-chloro-7,8-dihydro-5H-pyrano[4,3-d]pyrimidin-4-yl)-2-(cyanomethyl)piperazine-1-carboxylate